phenyl (2-ethyl-8-fluoroimidazo[1,2-a]pyridin-6-yl)carbamate C(C)C=1N=C2N(C=C(C=C2F)NC(OC2=CC=CC=C2)=O)C1